BrC1=C(C=C2C(=NC(=NC2=C1F)OCC(F)(F)F)N1C[C@H]2CC[C@@H](C1)N2C(=O)OC(C)(C)C)C#N tert-butyl (1R,5S)-3-(7-bromo-6-cyano-8-fluoro-2-(2,2,2-trifluoroethoxy)quinazolin-4-yl)-3,8-diazabicyclo[3.2.1]octane-8-carboxylate